tert-butyl (S)-4-(5-amino-6-((2-fluorophenyl) carbamoyl)-2-(((S)-1-methylpyrrolidin-2-yl) methoxy) pyrimidin-4-yl)-3-methylpiperazine-1-carboxylate NC=1C(=NC(=NC1C(NC1=C(C=CC=C1)F)=O)OC[C@H]1N(CCC1)C)N1[C@H](CN(CC1)C(=O)OC(C)(C)C)C